ClC=1C(=NC(=NC1)N[C@H]1CN(CC1)C(=O)C1=CC=C(C=C1)NC(C=C)=O)C(F)(F)F (R)-N-(4-(3-((5-chloro-4-(trifluoromethyl)pyrimidin-2-yl)amino)pyrrolidine-1-carbonyl)phenyl)acrylamide